4-amino-3-hydroxybutan-1-yl-(hydroxylysine) NCC(CCN[C@@H](CC[C@@H](O)CN)C(=O)O)O